FC1=C(C=CC=C1)[C@H]1[C@@H](CNC1)C(=O)O trans-4-(2-fluoro-phenyl)-pyrrolidine-3-carboxylic acid